C(C)N(C1(CC=C(C(=O)C2=CC=CC=C2)C=C1)N(CC)CC)CC 4,4-bisdiethylaminobenzophenone